N-(3-Chloro-4-fluorophenyl)-7-methoxy-6-(3-morpholinylpropoxy)-quinazolin-4-amine ClC=1C=C(C=CC1F)NC1=NC=NC2=CC(=C(C=C12)OCCCN1CCOCC1)OC